BrC=1C=NN2C1N=C(N=C2NCC2=NC1=C(N2COCC[Si](C)(C)C)C=C(C=C1)CCNC(OC(C)(C)C)=O)S(=O)(=O)C tert-butyl {2-[2-({[8-bromo-2-(methylsulfonyl)pyrazolo[1,5-a][1,3,5]triazin-4-yl]amino}methyl)-1-{[2-(trimethylsilyl)ethoxy]methyl}-1H-benzimidazol-6-yl]ethyl}carbamate